[B].[Mn].[Li].ClC=1C=CC2=C([C@@H](C[C@@H](O2)C(=O)NC23CC(C2)(C3)NC(=O)C3=NC=C(C=C3)OC(F)(F)F)O)C1 N-(3-{[(2R,4R)-6-chloro-4-hydroxy-3,4-dihydro-2H-1-benzopyran-2-carbonyl]amino}bicyclo[1.1.1]pent-1-yl)-5-(trifluoromethoxy)pyridine-2-carboxamide Lithium-manganese-boron